4-((2S,5R)-2,5-dimethylpiperazin-1-yl)-7-(2-fluoro-5-methylphenyl)-1-(2-isopropyl-4-methylpyridin-3-yl)-2-oxo-1,2-dihydroquinazoline-6-carbonitrile C[C@@H]1N(C[C@H](NC1)C)C1=NC(N(C2=CC(=C(C=C12)C#N)C1=C(C=CC(=C1)C)F)C=1C(=NC=CC1C)C(C)C)=O